CC1=C(C(=O)NC2(CC2)C2=CC=CC3=CC=CC=C23)C=C(C=C1)COC1CN(C1)C 2-Methyl-5-(((1-methylazetidin-3-yl)oxy)methyl)-N-(1-(naphthalen-1-yl)cyclopropyl)benzamide